1-cyano-1-methyl-(ethyl)azocarboxamide C(#N)CC(C)NC(=O)N=NC(=O)N